2-Amino-3-(3-methoxy-4-(methylcarbamoyl)phenyl)propanoic acid NC(C(=O)O)CC1=CC(=C(C=C1)C(NC)=O)OC